ClC1=C(C(=C(COC2=CC=CC(=N2)C2CCN(CC2)CC2=NC3=C(N2C)C=C(C=C3OC(F)F)C(=O)O)C=C1)F)OC 2-((4-(6-((4-Chloro-2-fluoro-3-methoxybenzyl)oxy)pyridin-2-yl)piperidin-1-yl)methyl)-4-(difluoromethoxy)-1-methyl-1H-benzo[d]imidazole-6-carboxylic acid